(3-Chloro-4-fluorophenyl)-1-((4,5-dimethyl-1H-pyrazol-3-yl)methyl)-1-(6-methoxypyridin-3-yl)urea ClC=1C=C(C=CC1F)NC(N(C=1C=NC(=CC1)OC)CC1=NNC(=C1C)C)=O